C(CCC)N(CCCC)CCC[Si](OCC)(OCC)OCC γ-(N,N-dibutyl)aminopropyl-triethoxysilane